OC1CN(CCC1)C(CC)=O 1-(3-hydroxypiperidin-1-yl)propan-1-one